C1(O)=C(O)C(=CC=C1)N catecholamine